tert-butyl ((1r,3r)-3-(4-(2-(4-((2-chloropyrimidin-5-yl)oxy)phenyl)propan-2-yl) phenoxy)cyclobutyl)carbamate ClC1=NC=C(C=N1)OC1=CC=C(C=C1)C(C)(C)C1=CC=C(OC2CC(C2)NC(OC(C)(C)C)=O)C=C1